6-amino-7,8-difluoro-3,4-dihydro-1H-quinolin-2-one NC=1C=C2CCC(NC2=C(C1F)F)=O